rac-2-{6-bromoimidazo[1,2-a]pyridin-2-yl}-1,3-dimethylpyrrolidine BrC=1C=CC=2N(C1)C=C(N2)C2N(CCC2C)C